8-(2,2-dimethylpropyl)-2-{[(1S)-1-(4-{[4-(2-methylpropanoyl)piperazin-1-yl]methyl}phenyl)ethyl]amino}pyrido[2,3-d]pyrimidin-7(8H)-one CC(CN1C(C=CC2=C1N=C(N=C2)N[C@@H](C)C2=CC=C(C=C2)CN2CCN(CC2)C(C(C)C)=O)=O)(C)C